FC1=C(C=C(C(=C1)OC1=CC2=C(N(C=N2)C)C=C1)C)NC1=NC=NC2=C1N=C(N=C2)N2CCC(CC2)C 1-(8-((2-fluoro-5-methyl-4-((1-methyl-1H-benzo[d]imidazol-5-yl)oxy)phenyl)amino)pyrimido[5,4-d]pyrimidin-2-yl)-4-methylpiperidin